7-chloro-4H-thieno[3,4-c]chromene-8-carbaldehyde ClC=1C(=CC=2C=3C(COC2C1)=CSC3)C=O